vanadium-vanadium (V) [V+5].[V+5]